N1(CCOCC1)CCSC1=NC=CC(=N1)NC1=CC(=C(C=C1)OC1=CC(=CC=C1)C(F)(F)F)Cl 2-(2-(morpholinyl)ethylthio)-4-(3-chloro-4-(3-(trifluoromethyl)phenoxy)phenylamino)pyrimidine